N-{5-[2-(2-chloro-3-fluorophenyl)acetamido]pyridazin-3-yl}-N-(3,4-difluorophenyl)acetamide ClC1=C(C=CC=C1F)CC(=O)NC=1C=C(N=NC1)N(C(C)=O)C1=CC(=C(C=C1)F)F